FC(C)(F)C=1C=C(C=CC1)C=1C=C2C=NN(C(C2=CC1)=O)C1=NC=CC=C1 6-(3-(1,1-difluoroethyl)phenyl)-2-(pyridin-2-yl)phthalazin-1(2H)-one